C1(=CC=C(C2=NC3=CC(=CC=C3N=C12)N)N)N 1,4,7-phenazinetriamine